C(C)(C)(C)OC(=O)N1C=CC2=C(C(=CC(=C12)C)OC)CN1[C@@H](CC(CC1)C1=NC=C(N=C1)C(F)F)C1=CC=C(C=C1)C(=O)OC (S)-4-((4-(5-(difluoromethyl)pyrazin-2-yl)-2-(4-(methoxycarbonyl)phenyl)piperidin-1-yl)methyl)-5-Methoxy-7-methyl-1H-indole-1-carboxylic acid tert-butyl ester